phenyl m-phenoxyphenyl ether O(C1=CC=CC=C1)C=1C=C(C=CC1)OC1=CC=CC=C1